N-Allyl-2-[6-[3-(difluoromethyl)-4-fluoro-phenyl]pyrazolo[4,3-b]pyridin-1-yl]-N-methyl-acetamide C(C=C)N(C(CN1N=CC2=NC=C(C=C21)C2=CC(=C(C=C2)F)C(F)F)=O)C